bis(3-pentyloctyl) 9-(((tetrahydro-2H-pyran-2-yl)methyl)amino)heptadecanedioate O1C(CCCC1)CNC(CCCCCCCC(=O)OCCC(CCCCC)CCCCC)CCCCCCCC(=O)OCCC(CCCCC)CCCCC